3-(2-(3-(((S)-2-amino-4-phenylbutyrylamino)methyl)-4,5-dimethylphenoxy)ethyl)-piperidine-1-carboxylic acid tert-butyl ester C(C)(C)(C)OC(=O)N1CC(CCC1)CCOC1=CC(=C(C(=C1)C)C)CNC([C@H](CCC1=CC=CC=C1)N)=O